2,6-bis(4,5-dimethyl-9H-carbazol-9-yl)-4-(2,6-dimethylpyridin-3-yl)benzonitrile CC1=CC=CC=2N(C3=CC=CC(=C3C12)C)C1=C(C#N)C(=CC(=C1)C=1C(=NC(=CC1)C)C)N1C2=CC=CC(=C2C=2C(=CC=CC12)C)C